2'-[6-amino-5-(difluoromethoxy)pyridin-3-yl]-N-[1-(3-fluorophenyl)cyclobutyl]-5',6'-dihydrospiro[azetidine-3,4'-pyrrolo[1,2-b]pyrazole]-1-carboxamide NC1=C(C=C(C=N1)C=1C=C2N(N1)CCC21CN(C1)C(=O)NC1(CCC1)C1=CC(=CC=C1)F)OC(F)F